methyl 7-chloro-1,6-naphthyridine-2-carboxylate ClC1=NC=C2C=CC(=NC2=C1)C(=O)OC